7-Chloro-4-(2-(1-(2-(4,5-dimethyl-1H-imidazol-1-yl)pyridin-4-yl)ethylidene)hydrazino)quinazoline 2'-hexadecyl-cytidine-3'-phosphate P(=O)(O)(O)O[C@H]1[C@]([C@@H](O[C@@H]1CO)N1C(=O)N=C(N)C=C1)(O)CCCCCCCCCCCCCCCC.ClC1=CC=C2C(=NC=NC2=C1)NN=C(C)C1=CC(=NC=C1)N1C=NC(=C1C)C